(2E)-3,7-dimethyl-octan-2,6-dien-1-ol C\C(=C/CO)\CCC=C(C)C